(hydroxymethyl)-1,3-dimethyl-3-(2-oxo-2-(p-tolyl)ethyl)indol-2-one OCC1=C2C(C(N(C2=CC=C1)C)=O)(CC(C1=CC=C(C=C1)C)=O)C